FC(OC1=CC=C(C[C@H](N)C(=O)O)C=C1)(F)F O-(trifluoromethyl)tyrosine